NC=1C=2N(C(=CN1)C(=O)N1C[C@H](CCC1)N)C(=NC2C2=CC=C(C1=CC=CC=C21)NC(NC2=CC(=CC=C2)C(F)(F)F)=O)C 3-(4-{8-amino-5-[(3S)-3-aminopiperidine-1-carbonyl]-3-methylimidazo[1,5-a]pyrazin-1-yl}naphthalen-1-yl)-1-[3-(trifluoromethyl)phenyl]urea